CC[C@](C)([C@H](C(=O)O)O)O The molecule is a dihydroxy monocarboxylic acid. It derives from a valeric acid. It is a conjugate acid of a (2R,3R)-2,3-dihydroxy-3-methylpentanoate.